ClC1=NC(=C(C=C1C#N)F)NC1=CC2=C(N(C(N2CCC(C)(C)O)=O)C)C=C1 2-chloro-5-fluoro-6-[[3-(3-hydroxy-3-methylbutyl)-1-methyl-2-oxo-benzimidazol-5-yl]amino]pyridine-3-carbonitrile